ClC1=C(C(=C2C=NN(C2=C1)C1OCCCC1)F)I 6-chloro-4-fluoro-5-iodo-1-(tetrahydro-2H-pyran-2-yl)-1H-indazole